Cl.C1(CCC1)OC=1C(=CC2=CN(N=C2C1)C)C(=O)NC=1N=NC(=CC1)N1CC(NCC1)C 6-cyclobutoxy-2-methyl-N-(6-(3-methylpiperazin-1-yl)pyridazin-3-yl)-2H-indazole-5-carboxamide HCl Salt